phenylpropynoic acid ethyl ester C(C)OC(C#CC1=CC=CC=C1)=O